N[C@H](C(=O)OCC1=CC=CC=C1)CC1CCCCC1 benzyl (s)-2-amino-3-cyclohexylpropanoate